racemic-N-(1,3-dimethylpyrazol-4-yl)sulfonyl-2-(4-isopropyl-2,2-dimethyl-pyrrolidin-1-yl)-6-[3-[[1-(trifluoromethyl)cyclopropyl]methoxy]pyrazol-1-yl]pyridine-3-carboxamide CN1N=C(C(=C1)S(=O)(=O)NC(=O)C=1C(=NC(=CC1)N1N=C(C=C1)OCC1(CC1)C(F)(F)F)N1C(C[C@@H](C1)C(C)C)(C)C)C |r|